4-(2-(3-methyl-6-nitro-1H-indazol-1-yl)ethyl)piperidine-1-carboxylic acid tert-butyl ester (tert-butyl 4-(2-(3-methyl-6-nitro-1H-indazol-1-yl) ethyl) piperidine-1-carboxylate) C(C)(C)(C)C1N(CCC(C1)CCN1N=C(C2=CC=C(C=C12)[N+](=O)[O-])C)C(=O)O.C(C)(C)(C)OC(=O)N1CCC(CC1)CCN1N=C(C2=CC=C(C=C12)[N+](=O)[O-])C